FC1=C(C=CC(=C1)F)C=1C(=C2S(CCCN2N1)(=O)=O)C(=O)N[C@@H]1C(NC2=C(C(=N1)C1=CC=CC=C1)C=CC=C2F)=O 2-(2,4-difluorophenyl)-N-[(3S)-9-fluoro-2-oxo-5-phenyl-2,3-dihydro-1H-1,4-benzodiazepine-3-yl]-4,4-dioxo-5H,6H,7H-4λ6-pyrazolo[3,2-b][1,3]Thiazine-3-carboxamide